N-(3-(4'-methoxy-4,5-dihydro-2H,5'H-spiro[furan-3,7'-furo[3,4-b]pyridin]-2'-yl)-1-((R)-tetrahydrofuran-3-yl)-1H-pyrrolo[2,3-c]pyridin-5-yl)acetamide COC1=C2C(=NC(=C1)C1=CN(C3=CN=C(C=C31)NC(C)=O)[C@H]3COCC3)C3(OC2)COCC3